(2R)-2-[[(2R)-2-(tert-butoxycarbonylamino)-3-phenyl-propionyl]amino]-4,4,4-trifluorobutanoic acid ethyl ester C(C)OC([C@@H](CC(F)(F)F)NC([C@@H](CC1=CC=CC=C1)NC(=O)OC(C)(C)C)=O)=O